C(C)C1=CC=C(C=C1)N1N=CC(=C1)C=1C=C2C(=CNC2=CC1)NC(=O)NCCC(F)(F)F 1-(5-(1-(4-ethylphenyl)-1H-pyrazol-4-yl)-1H-indol-3-yl)-3-(3,3,3-trifluoropropyl)urea